tert-Butyl 2-(3-acetyl-5-(2-(methylsulfonamido)pyrimidin-5-yl)-1H-indazol-1-yl)acetate C(C)(=O)C1=NN(C2=CC=C(C=C12)C=1C=NC(=NC1)NS(=O)(=O)C)CC(=O)OC(C)(C)C